OCC(CO)N[C@@H]1[C@@H]([C@H]([C@@H]([C@@](C1)(O)CO)O)O)O (1S,2S,3R,4S,5S)-5-(1,3-dihydroxypropan-2-ylamino)-1-(hydroxymethyl)-cyclohexane-1,2,3,4-tetraol